1-(4'-iodophenyl)-2-methyl-1-propanone IC1=CC=C(C=C1)C(C(C)C)=O